NC=1C(=NN(C1)CC(C)(O)C)OC 1-(4-amino-3-methoxy-pyrazol-1-yl)-2-methyl-propan-2-ol